CC(C(=O)OCC(C)NC(=O)C1=CC(=C(C=C1)NCC#CC=1N(C2=CC=CC(=C2C1)N[C@H]1[C@H](CN(CC1)C)F)CC(F)(F)F)OC)C 2-[(4-{[3-(4-{[(3S,4R)-3-fluoro-1-methylpiperidin-4-yl]amino}-1-(2,2,2-trifluoroethyl)-1H-indol-2-yl)prop-2-yn-1-yl]amino}-3-methoxyphenyl) formamido]propyl 2-methylpropanoate